BrCCCCCCCCCCCCCC 1-Bromotetradecan